2-{[1-oxo-4-(pyridin-3-yl)-2,3-dihydro-1H-isoindol-2-yl]methyl}prop-2-enenitrile O=C1N(CC2=C(C=CC=C12)C=1C=NC=CC1)CC(C#N)=C